OCC(C)(CO)C NeoPentyl Glycol